2-(acryloyloxymethyl)-4-trifluoromethyl-oxetane C(C=C)(=O)OCC1OC(C1)C(F)(F)F